COC=1C=CC(=C2CCC(C12)=O)CC=O 2-(7-methoxy-1-oxo-2,3-dihydro-1H-inden-4-yl)acetaldehyde